1-[2-methyl-4-(trifluoromethyl)phenyl]-2-oxo-6-(trifluoromethyl)pyridine-3-carboxylic acid CC1=C(C=CC(=C1)C(F)(F)F)N1C(C(=CC=C1C(F)(F)F)C(=O)O)=O